BrC1=CC(=NC(=C1)C)C(C)O 1-(4-Bromo-6-methyl-2-pyridyl)ethanol